4-(1-(5-acrylamido-2-fluoro-4-methylphenyl)-3-nitro-1H-pyrazol-4-yl)-2-fluorobenzamide C(C=C)(=O)NC=1C(=CC(=C(C1)N1N=C(C(=C1)C1=CC(=C(C(=O)N)C=C1)F)[N+](=O)[O-])F)C